CC1=C(C(=O)O)C=CC=C1.[Fr] Francium methylbenzoic acid